2-(2,6-dimethylpyridin-4-yl)-3-isopropyl-5-(1-(oxetan-3-yl)piperidin-4-yl)-1H-indole CC1=NC(=CC(=C1)C=1NC2=CC=C(C=C2C1C(C)C)C1CCN(CC1)C1COC1)C